OC1=CC(=C(C=C1)N1C(NC(CC1)=O)=O)C 1-(4-hydroxy-2-methylphenyl)dihydropyrimidine-2,4(1H,3H)-dione